BrC=1C=CC(=C2C=NN(C12)C1OCCCC1)N1CCN(CC1)C(=O)OC(C)(C)C tert-butyl 4-(7-bromo-1-tetrahydropyran-2-yl-indazol-4-yl)piperazine-1-carboxylate